C(C)(C)(C)OC(=O)N1CC2=CC=CC(=C2CC1)C1=CN=C(C=2NC=3CCCCC3C21)C(N)=O 5-(1-carbamoyl-6,7,8,9-tetrahydro-5H-pyrido[3,4-b]Indol-4-yl)-3,4-dihydroisoquinoline-2(1H)-carboxylic acid tert-butyl ester